1-(4-(1-methyl-4-(trifluoromethyl)-1H-imidazol-2-yl)benzyl)-6-(2-methyl-6-(methylsulfonyl)phenyl)-1H-pyrazolo[3,4-d]pyrimidine CN1C(=NC(=C1)C(F)(F)F)C1=CC=C(CN2N=CC=3C2=NC(=NC3)C3=C(C=CC=C3S(=O)(=O)C)C)C=C1